copper pentafluorobenzoate FC1=C(C(=C(C(=C1C(=O)[O-])F)F)F)F.[Cu+2].FC1=C(C(=C(C(=C1C(=O)[O-])F)F)F)F